[K+].[K+].O=C1C(O)=C([O-])[C@H](O1)[C@@H](O)CO.ClC1=C(C=C(OCC(=O)NC23CC(C2)(C3)NC(COC3=CC(=C(C=C3)Cl)OC)=O)C=C1)F.O=C1C(O)=C([O-])[C@H](O1)[C@@H](O)CO 2-(4-chloro-3-fluorophenoxy)-N-{3-[2-(4-chloro-3-methoxyphenoxy)acetylamino]-bicyclo[1.1.1]pentan-1-yl}acetamide L-ascorbate dipotassium